2-((1R,5S)-3-(7-chloropyrido[2,3-e][1,2,4]triazolo[4,3-a]pyrimidin-5-yl)-3,8-diazabicyclo[3.2.1]octan-8-yl)-5-methylbenzo[d]oxazole ClC=1C=CC2=C(C(=NC=3N2C=NN3)N3C[C@H]2CC[C@@H](C3)N2C=2OC3=C(N2)C=C(C=C3)C)N1